C1=CC=CC=2C3=CC=CC=C3C(C12)N([C@H](C(=O)O)[C@@H](C)OC)C(=O)OC (2S,3R)-2-(9H-fluoren-9-yl-methoxycarbonyl-amino)-3-methoxybutanoic acid